tert-butyl (3S)-4-(1-(4-acetyl-2-isopropylpyridin-3-yl)-6-Chloro-7-(2-fluoro-6-(methoxymethoxy)phenyl)-2-oxo-1,2-dihydropyrido[2,3-d]pyrimidin-4-yl)-3-Methylpiperazine-1-carboxylate C(C)(=O)C1=C(C(=NC=C1)C(C)C)N1C(N=C(C2=C1N=C(C(=C2)Cl)C2=C(C=CC=C2OCOC)F)N2[C@H](CN(CC2)C(=O)OC(C)(C)C)C)=O